OCCOC1=CC=C(C=C1)C(CC1=CC(=CC=C1)CC(C)C1=CC=C(C=C1)OCCO)C 1,3-bis[2-[4-(2-hydroxyethoxy)phenyl]propyl]benzene